N[C@@H]([C@H](O)C)C(=O)NC=1C=2N=CN([C@]3([C@H](O)[C@H](O)[C@@H](CO)O3)C=O)C2N=CN1 N6-threonyl-formyl-adenosine